1,3-Diethylimidazolium tetrachloroaluminate Cl[Al-](Cl)(Cl)Cl.C(C)N1C=[N+](C=C1)CC